2-methyl-6-hydroxynicotinonitrile CC1=C(C#N)C=CC(=N1)O